benzyl (2S,4R)-4-((((E)-6-ethoxy-6-oxohex-2-en-1-yl)oxy)methyl)-4-fluoropyrrolidine-2-carboxylate hydrochloride Cl.C(C)OC(CC/C=C/COC[C@]1(C[C@H](NC1)C(=O)OCC1=CC=CC=C1)F)=O